N-((1S,3R)-3-((3',6-difluoro-2'-hydroxy-[1,1'-biphenyl]-3-yl)methyl)-3-(4-((R)-1-hydroxyethyl)oxazol-2-yl)cyclopentyl)methanesulfonamide FC=1C(=C(C=CC1)C1=CC(=CC=C1F)C[C@]1(C[C@H](CC1)NS(=O)(=O)C)C=1OC=C(N1)[C@@H](C)O)O